C(C1=CC=CC=C1)OC1=C(C=C2C=CC(=NC2=C1)C=1OC2=C(C1C)C=CC=C2)C 7-(Benzyloxy)-6-methyl-2-(3-methyl-1-benzofuran-2-yl)quinoline